BrC=1C(=NC=CC1)CC1N(C(C2=CC=CC=C12)=O)CC1=CC2=C(NC(O2)=O)C=C1C 6-((1-((3-bromopyridin-2-yl)methyl)-3-oxoisoindolin-2-yl)methyl)-5-methylbenzo[d]oxazol-2(3H)-one